Cl.CO[C@@H]1C[C@H](C1)N trans-3-methoxycyclobutanamine hydrochloride